C1(CC1)C=1C=NN(C1COC1C2C(N(C(C1)C2)C2=CC(=C(C(=O)O)C=C2)F)CC)C2=C(C=CC=C2Cl)Cl 4-(5-[[4-cyclopropyl-1-(2,6-dichlorophenyl)-1H-pyrazol-5-yl]methoxy]-3-ethyl-2-azabicyclo[2.2.1]heptan-2-yl)-2-fluorobenzoic acid